bis(3-pentyloctyl) 9-hydroxyheptadecanedioate OC(CCCCCCCC(=O)OCCC(CCCCC)CCCCC)CCCCCCCC(=O)OCCC(CCCCC)CCCCC